(1-(3-(8-(difluoromethoxy)imidazo[1,2-a]pyridin-6-yl)phenyl)ethyl)(ethyl)carbamate FC(OC=1C=2N(C=C(C1)C=1C=C(C=CC1)C(C)OC(NCC)=O)C=CN2)F